(3-benzofuran-3-yl-1-methanesulfonylmethyl-1H-pyrazolo[4,3-c]pyridin-6-yl)-(4-hydroxy-piperidin-1-yl)-methanone O1C=C(C2=C1C=CC=C2)C2=NN(C1=C2C=NC(=C1)C(=O)N1CCC(CC1)O)CS(=O)(=O)C